FC1=CC=C(C=C1)NC(=O)C1(CCC1)C1=NC=C(C=C1)C1=C(C=C(C=C1)C(F)(F)F)CO N-(4-fluorophenyl)-1-(5-(2-(hydroxymethyl)-4-(trifluoromethyl)phenyl)pyridin-2-yl)cyclobutanecarboxamide